N-(6-(furan-3-yl)-2-(3-hydroxy-3-methylbutyl)-2H-indazol-5-yl)-2-(oxazol-4-yl)thiazole-4-carboxamide O1C=C(C=C1)C=1C(=CC2=CN(N=C2C1)CCC(C)(C)O)NC(=O)C=1N=C(SC1)C=1N=COC1